COC(C(=C)C)=O.C(CCCCC)OC(C(=C)C)=O.C(C=C)(=O)C1S(=O)(=O)CCC1 acryloyl-sulfolane hexyl-methacrylate methyl-methacrylate